C(CCCCCCC)OCOCCCC(CC(C)[Mg]I)C 6-octyloxymethoxy-1,3-dimethylhexylmagnesium iodide